methyl-1-((S)-1-phenylpropyl)-1H-pyrazol-3,5-dicarboxamid CC=1C(=NN(C1C(=O)N)[C@@H](CC)C1=CC=CC=C1)C(=O)N